N-[[5-(dimethylamino)-4,4-difluoro-3-piperidinyl]methyl]methanesulfonamide CN(C1C(C(CNC1)CNS(=O)(=O)C)(F)F)C